tert-butyl methyl((4-oxo-5-(tetrahydro-2H-pyran-4-yl)-4,5-dihydro-3H-imidazo[4,5-c]pyridin-2-yl)methyl)carbamate CN(C(OC(C)(C)C)=O)CC1=NC2=C(C(N(C=C2)C2CCOCC2)=O)N1